1-amino-12-(2-(2-(2-(2-aminoethoxy)ethoxy)ethoxy)ethyl)-3,6,9,15,18,21-hexaoxa-12-azatetracosan-24-oic acid NCCOCCOCCOCCN(CCOCCOCCOCCC(=O)O)CCOCCOCCOCCN